(S)-N-(3,4-dichloro-2-fluorophenyl)-7-methoxy-6-(piperidin-3-yl)pyrido[3,2-d]pyrimidin-4-amine ClC=1C(=C(C=CC1Cl)NC=1C2=C(N=CN1)C=C(C(=N2)[C@@H]2CNCCC2)OC)F